cadmium lead niobium [Nb].[Pb].[Cd]